2,4-Diaminotoluol NC1=C(C=CC(=C1)N)C